FC=1C(=NC(=CC1CN1CCOCC1)NC=1SC(=CN1)C)N[C@@H]1CNCCC1 (S)-3-fluoro-N6-(5-methylthiazol-2-yl)-4-(morpholinomethyl)-N2-(piperidin-3-yl)pyridine-2,6-diamine